C1(CCCC1)N1C(=CC2=C1N=C(N=C2)NC2=NC=C(C=C2)N2CC(NCC2)(C)C)C(=O)O 7-cyclopentyl-2-[5-(3,3-dimethyl-piperazin-1-yl)-pyridin-2-ylamino]-7H-pyrrolo[2,3-d]pyrimidine-6-carboxylic acid